Natrium oxalat C(C(=O)[O-])(=O)[O-].[Na+].[Na+]